tert-butyl (1-(benzofuran-5-yl)-1-oxopropan-2-yl)(methyl)carbamate O1C=CC2=C1C=CC(=C2)C(C(C)N(C(OC(C)(C)C)=O)C)=O